2-(methylthio)-4-((trimethylsilyl)ethyl)pyrimidine CSC1=NC=CC(=N1)CC[Si](C)(C)C